FC1=C2C(=CNC2=CC=C1)CCN(C(C)C)C N-(2-(4-fluoro-1H-indol-3-yl)ethyl)-N-methylpropan-2-amine